OCCN1N=C2C=CC(=CC2=C1)CN1CCC2(CC1)COC1=C3CN(C(C3=CC=C12)=O)C1C(NC(CC1)=O)=O 3-(1'-((2-(2-hydroxyethyl)-2H-indazol-5-yl)methyl)-6-oxo-6,8-dihydro-2H,7H-spiro[furo[2,3-e]isoindole-3,4'-piperidin]-7-yl)piperidine-2,6-dione